C(C)(=O)N1C(=CC=C1)C(=O)NC1=CC(=CC=C1)OC(F)(F)F acetyl-N-(3-(trifluoromethoxy)Phenyl)-1H-pyrrole-2-carboxamide